NC1=NC(=C(C(=N1)C(=O)NCC(=O)N)C=1C=C2C(=NC=NC2=CC1)C)C1=CC=C(C=C1)F 2-amino-N-(2-amino-2-oxoethyl)-6-(4-fluorophenyl)-5-(4-methylquinazolin-6-yl)pyrimidine-4-carboxamide